[(2R,4S,5R)-1-(2,4-dichlorophenyl)-5-hydroxy-2,6,6-trimethylheptan-4-yl]-2,4-dihydro-3H-1,2,4-triazol-3-thion ClC1=C(C=CC(=C1)Cl)C[C@H](C[C@@H]([C@@H](C(C)(C)C)O)N1N=CNC1=S)C